3-fluoro-4-((5-methylpyrazolo[1,5-a]pyrimidin-7-yl)oxy)aniline FC=1C=C(N)C=CC1OC1=CC(=NC=2N1N=CC2)C